5-(4-(1H-indazol-3-yl)piperidin-1-yl)-2-(4-methoxypiperidin-1-yl)benzo[d]oxazole N1N=C(C2=CC=CC=C12)C1CCN(CC1)C=1C=CC2=C(N=C(O2)N2CCC(CC2)OC)C1